(TMS)Chloroform [Si](C)(C)(C)C(Cl)(Cl)Cl